FC=1C(=NC(=CC1)C)C1CNCCO1 2-(3-fluoro-6-methylpyridin-2-yl)morpholine